ClC=1C(=CC2=C(C(N3[C@@H](CO2)C[C@@H](C3)OC3=NC=C2CCC(NC2=C3)=O)=O)C1OC(C)C)C (2S,11aR)-7-Chloro-6-isopropoxy-8-methyl-2-((2-oxo-1,2,3,4-tetrahydro-1,6-naphthyridin-7-yl)oxy)-2,3,11,11a-tetrahydro-1H,5H-benzo[f]pyrrolo[2,1-c][1,4]oxazepin-5-one